CC=1N=C2N(C=CC(=C2)C)C1C=O 2,7-dimethylimidazo[1,2-a]pyridine-3-carbaldehyde